Methyl isoindoline-4-carboxylate hydrochloride Cl.C1NCC=2C(=CC=CC12)C(=O)OC